[4-[(E)-cinnamyl]piperazin-1-yl]-(3,4-dipropoxy-phenyl)methanone C(\C=C\C1=CC=CC=C1)N1CCN(CC1)C(=O)C1=CC(=C(C=C1)OCCC)OCCC